BrC1=CC=C2C(=NC(=NC2=C1F)OC[C@H]1N(CCC1)C)C1(N(C(CNC1)Cl)C(=O)[O-])C 7-bromo-6-chloro-8-fluoro-2-((((S)-1-methylpyrrolidin-2-yl) methoxy) quinazolin-4-yl)-2-methylpiperazine-1-carboxylate